FC1=CC=C(CC2=CC3=C(OC[C@@H](N3C(=O)OCC3=CC=CC=C3)C)N=C2C(N[C@H]2COCC2)=O)C=C1 benzyl (S)-7-(4-fluorobenzyl)-2-methyl-6-(((R)-tetrahydrofuran-3-yl)carbamoyl)-2,3-dihydro-1H-pyrido[2,3-b][1,4]oxazine-1-carboxylate